8-chloro-3-(2,4-dichlorophenyl)-3,4-dihydroacridine-1,9(2H,10H)-dione ClC=1C=CC=C2NC=3CC(CC(C3C(C12)=O)=O)C1=C(C=C(C=C1)Cl)Cl